2-[5-ethylsulfonyl-6-[2-oxo-1-(2,2,3,3,3-pentafluoropropyl)-1,7-naphthyridin-6-yl]-3-pyridinyl]-2-methyl-propionitrile C(C)S(=O)(=O)C=1C=C(C=NC1C=1C=C2C=CC(N(C2=CN1)CC(C(F)(F)F)(F)F)=O)C(C#N)(C)C